CCC(C)(C)[O-].[K+].FC1=C(C(C(=O)N[C@H]2COCC2)=CC=C1N1CCNCC1)[2H] (R)-3-Fluoro-4-(piperazin-1-yl)-N-(tetrahydrofuran-3-yl)benzamide-2-d Kalium t-amylat